C(CCCCCCCCCCCCCCCCC)C(C1=CC(=C(C(=C1)C(C)(C)C)O)C(C)(C)C)(P([O-])([O-])=O)CCCCCCCCCCCCCCCCCC Di-octadecyl-3,5-di-tert-butyl-4-hydroxybenzylphosphonat